N[C@@H](C(C([2H])([2H])[2H])(C([2H])([2H])[2H])O)C1=CC=C(C=C1)OC([C@@H](CCC)C([2H])([2H])[2H])([2H])[2H] 2-((R)-Amino(4-(((R)-2-(methyl-d3)pentyl-1,1-d2)oxy)phenyl)methyl)propan-1,1,1,3,3,3-d6-2-ol